(E)-3-(dimethylamino)-1-(3,4,6-trifluoro-2-((2-fluoro-4-iodophenyl)amino)phenyl)prop-2-en CN(/C=C/CC1=C(C(=C(C=C1F)F)F)NC1=C(C=C(C=C1)I)F)C